Piperidin-4-yl-(4'-(trifluoromethyl)-[1,1'-biphenyl]-2-yl)methanol N1CCC(CC1)C(O)C1=C(C=CC=C1)C1=CC=C(C=C1)C(F)(F)F